F[B-](F)(F)F.C(C)[N+](CC)(CC)CC tetraethylammonium tetrafluoroborate salt